cis-1-(5-(2-([2,2'-bipyrimidin]-5-yl)cyclopropyl)-2,3-difluorophenyl)-5,6-dimethoxy-1H-benzo[d]imidazole N1=C(N=CC(=C1)[C@@H]1[C@@H](C1)C=1C=C(C(=C(C1)N1C=NC2=C1C=C(C(=C2)OC)OC)F)F)C2=NC=CC=N2